N-[3-(trifluoromethyl)phenyl]Benzamide C1=CC=C(C=C1)C(=O)NC2=CC=CC(=C2)C(F)(F)F